NC1=C(CNC2C3CC4(CC(CC2C4)C3)O)C=C(C=C1Br)Br trans-4-[(2-amino-3,5-dibromobenzyl)amino]-adamantane-1-ol